4-phenyl-2,2-di-p-tolyl-1-p-nitrophenylsulfonyl-pyrrolidine C1(=CC=CC=C1)C1CC(N(C1)S(=O)(=O)C1=CC=C(C=C1)[N+](=O)[O-])(C1=CC=C(C=C1)C)C1=CC=C(C=C1)C